OC1(C2C(C(CC1=O)C2)(C)C)C (+)-2-hydroxy-3-pinanone